5-(2,2,2-trifluoroacetyl)benzoic acid FC(C(=O)C=1C=CC=C(C(=O)O)C1)(F)F